Cl.C(=O)(O)[C@@H](CC=1C=C(C=CC1)C([2H])([2H])N(CC=1C=C(C=CC1)C[C@H](C(=O)O)[C@@H]1CNCC1)CC=1C=C(C=CC1)C[C@H](C(=O)O)[C@@H]1CNCC1)[C@@H]1CNCC1 (2S,2'S)-3,3'-(((((3-((S)-2-carboxy-2-((R)-pyrrolidin-3-yl)ethyl)phenyl)methyl-d2)azanediyl)bis(methylene))bis(3,1-phenylene))bis(2-((R)-pyrrolidin-3-yl)propionic acid) hydrochloride